OCCC(=O)O[C@@H]1CN(CC[C@@H]1C=1C(=CC(=C2C(C=C(OC12)C1=C(C=CC=C1)Cl)=O)O)O)C (3S,4R)-4-(2-(2-chlorophenyl)-5,7-dihydroxy-4-oxo-4H-chromen-8-yl)-1-methylpiperidin-3-yl 3-hydroxypropanoate